((4R,5R)-5-(2,4-dichlorophenyl)-2-methyl-1,3-dioxolan-4-yl)methyl sulfamate S(N)(OC[C@H]1OC(O[C@@H]1C1=C(C=C(C=C1)Cl)Cl)C)(=O)=O